C(CCC(=O)OC(COC(CCCCCC)=O)COC(CCCCCC)=O)(=O)OC[C@]1(O[C@H](C[C@@H]1O)N1C2=NC(=NC(=C2N=C1)N)F)C#C ((2R,3S,5R)-5-(6-amino-2-fluoro-9H-purin-9-yl)-2-ethynyl-3-hydroxytetrahydrofuran-2-yl)methyl (1,3-bis(heptanoyloxy)propan-2-yl) succinate